N1=BC=CN=C1 [1,5,2]diazaborine